indium format C(=O)[O-].[In+3].C(=O)[O-].C(=O)[O-]